4-(3-((1S,5R)-3-(8-cyanoquinolin-5-yl)-5-(trifluoromethyl)-3-azabicyclo[3.1.0]hexan-1-yl)-1H-1,2,4-triazol-1-yl)piperidine-1-carboxylic acid tert-butyl ester C(C)(C)(C)OC(=O)N1CCC(CC1)N1N=C(N=C1)[C@@]12CN(C[C@]2(C1)C(F)(F)F)C1=C2C=CC=NC2=C(C=C1)C#N